ClC=1N=C(C2=C(N1)C=CS2)NC=2N=CN(C2)C2=CC=C(C=C2)F 2-chloro-N-(1-(4-fluorophenyl)-1H-imidazol-4-yl)thieno[3,2-d]pyrimidin-4-amine